FC(C1(CC1)COC1CC2(CN(C2)C(=O)OC(C)(C)C)C1)(F)F tert-butyl 6-[[1-(trifluoromethyl) cyclopropyl] methoxy]-2-azaspiro[3.3]heptane-2-carboxylate